4-((1R,5S)-3,8-Diazabicyclo[3.2.1]octan-3-yl)-7-(8-ethynyl-7-fluoro-3-hydroxynaphthalen-1-yl)-2-((tetrahydro-1H-pyrrolizin-7a(5H)-yl)methoxy)pyrimido[4,5-d]pyridazin-8(7H)-one [C@H]12CN(C[C@H](CC1)N2)C2=NC(=NC=1C(N(N=CC12)C1=CC(=CC2=CC=C(C(=C12)C#C)F)O)=O)OCC12CCCN2CCC1